C1(=CC=CC=C1)C(C(=O)OC(C#CC(C)OC(C1=CC=CC=C1)=O)C)=O Hexa-3-yne-2,5-diol benzoate phenylglyoxylate